(2-(2-bromo-3-fluoropyridin-4-yl)benzo[d]oxazol-5-yl)carbamic acid tert-butyl ester C(C)(C)(C)OC(NC=1C=CC2=C(N=C(O2)C2=C(C(=NC=C2)Br)F)C1)=O